C1CCCC=CCCCCCCCCC1 5-Cyclopentadecen